CN(CCN(C1=CC=C(C(=N1)C1=CC=NN1C(C)C)CO)C)C (6-[[2-(dimethylamino)ethyl](methyl)amino]-2-[1-(propan-2-yl)-1H-pyrazol-5-yl]pyridin-3-yl)methanol